COC1=CC=C(C=N1)CN1CCN(CC1)C1=CC=C(C=N1)C=1C=2N(C=C(C1)C=1C=NN(C1)C)N=CC2NC(=O)C2=CN=CN2C N-(4-(6-(4-((6-Methoxypyridin-3-yl)methyl)piperazin-1-yl)pyridin-3-yl)-6-(1-methyl-1H-pyrazol-4-yl)pyrazolo[1,5-a]pyridin-3-yl)-1-methyl-1H-imidazole-5-carboxamide